FC1=C(C(=O)N(C2=NC=CC3=CC(=CC=C23)C=2C=NC=CC2)[C@H]2CNCCC2)C=CC(=C1)NC1=NC=CC=N1 (R)-2-fluoro-N-(piperidin-3-yl)-N-(6-(pyridin-3-yl)isoquinolin-1-yl)-4-(pyrimidin-2-ylamino)benzamide